(6-amino-2-ethylpyridin-3-yl)-7-chloroquinolin-2(1H)-one NC1=CC=C(C(=N1)CC)N1C(C=CC2=CC=C(C=C12)Cl)=O